OC1=CC=C(C(=O)NCCCCCCCC(=O)[O-])C=C1.OCC[N+](C)(C)C 2-hydroxy-N,N,N-trimethyl-ethylammonium 8-(4-hydroxybenzoylamino)octanoate